N=C1N[C@@](CS(C1(C)C)(=O)=O)(C1=CC2=C(SC3=C2C=C(C(=C3)C3COC3)C#CC)C=C1)C (R)-3-Imino-2,2,5-trimethyl-5-(7-(oxetan-3-yl)-8-(prop-1-yn-1-yl)dibenzo[b,d]thiophen-2-yl)thiomorpholine 1,1-dioxide